[2-[(anti)-2,6-dimethylmorpholin-4-yl]-4-nitrophenyl]-(1,1-dioxo-1,4-thiazinan-4-yl)methanone CC1CN(CC(O1)C)C1=C(C=CC(=C1)[N+](=O)[O-])C(=O)N1CCS(CC1)(=O)=O